NC1=C2C(=NC(=N1)Cl)N(N=C2)CC=2C=C(C=C(C2)F)CCOS(=O)(=O)C2=CC=C(C=C2)C 3-((4-amino-6-chloro-1H-pyrazolo[3,4-d]pyrimidin-1-yl) methyl)-5-fluorophenylethyl-4-methylbenzenesulfonate